P(=O)(=O)[Cr](=O)(=O)([O-])[O-] phosphochromate